FC1([C@@H]([C@H]2N(C([C@@H](OC=3C=CC(=C(CC=4C=CC=C(C2)C4F)N3)C)C)=O)C1)NS(=O)(=O)CC)F N-[(2S,15aS,16R)-17,17,20-Trifluoro-2,7-dimethyl-1-oxo-1,2,15a,16,17,18-hexahydro-9H,15H-4,8-(azeno)-10,14-(metheno)pyrrolo[1,2-d][1,4]oxazacycloheptadecin-16-yl]ethanesulfonamide